OCC1=CC=C(C=C1)C1=CC=CC=2N1N=C(N2)NC(=O)C2CC2 cyclopropanecarboxylic acid [5-(4-hydroxymethyl-phenyl)-[1,2,4]triazolo[1,5-a]pyridin-2-yl]-amide